methyl-6-(3-(trifluoromethyl)-1H-pyrazol-4-yl)pyridine CC1=NC(=CC=C1)C=1C(=NNC1)C(F)(F)F